ClC1=CC=C2C(=CNC2=C1)S(=O)(=O)NC1=C(C=C(C=C1)C#N)F 6-chloro-N-(4-cyano-2-fluorophenyl)-1H-indole-3-sulfonamide